C(C)N1C(C=2SC=3C(=NSC3C#N)SC2C1=O)=O 6-Ethyl-5,7-dioxo-6,7-dihydro-5H-pyrrolo[3',4':5,6][1,4]dithiino[2,3-c][1,2]thiazol-3-carbonitrile